C1[C@@H]([C@H]([C@@H]([C@H]([C@@H]1NC(=O)[C@H](CCN)O)O[C@@H]2[C@@H]([C@H]([C@@H]([C@H](O2)CO)O)N)O)O)O[C@@H]3[C@@H]([C@H]([C@@H]([C@H](O3)CN)O)O)O)N.OS(=O)(=O)O.OS(=O)(=O)O The molecule is an aminoglycoside sulfate salt obtained by combining amikacin with two molar equivalents of sulfuric acid. It has a role as an antibacterial drug, an antimicrobial agent and a nephrotoxin. It contains an amikacin(4+).